1-chloro-3-[4-(difluoromethyl)phenyl]propan ClCCCC1=CC=C(C=C1)C(F)F